benzyl (2-(2-(4-fluorophenyl)-6-(2-hydroxy-1-(3-(thiazol-4-yl)isothiazole-5-carboxamido)propan-2-yl)pyridin-4-yl)propan-2-yl)carbamate FC1=CC=C(C=C1)C1=NC(=CC(=C1)C(C)(C)NC(OCC1=CC=CC=C1)=O)C(CNC(=O)C1=CC(=NS1)C=1N=CSC1)(C)O